BrC1=CC=C(OCC(CO)O)C=C1 3-(4-bromophenoxy)propane-1,2-diol